2-[1-[6-Methyl-4-oxo-2-[6-(trifluoromethyl)-3-pyridyl]chromen-8-yl]ethylamino]benzoic acid CC=1C=C2C(C=C(OC2=C(C1)C(C)NC1=C(C(=O)O)C=CC=C1)C=1C=NC(=CC1)C(F)(F)F)=O